N[C@H](C1CCN(CC1)C([C@@H](CO)O)=O)C1=C(C=C(C(=C1)Cl)Br)O (2R)-1-[4-[(R)-amino(4-bromo-5-chloro-2-hydroxyphenyl)methyl]piperidin-1-yl]-2,3-dihydroxypropan-1-one